O(C1=CC=CC=C1)C=1N=CSC1 4-phenoxy-1,3-thiazole